Piperidinylthiazole N1(CCCCC1)C=1SC=CN1